ClC1=C(C(=CC=C1)NC1=NC(=NC=C1Cl)Cl)P(C)(C)=O (2-chloro-6-((2,5-dichloropyrimidin-4-yl)amino)phenyl)dimethylphosphine oxide